FCC1(CC1)C1=NC(=NO1)C1=CC=C(C=C1)C(=O)N1CCN(CC1)C=1OC=2C(=NC(=CC2)C)N1 [4-[5-[1-(fluoromethyl)cyclopropyl]-1,2,4-oxadiazol-3-yl]phenyl]-[4-(5-methyloxazolo[4,5-b]pyridin-2-yl)piperazin-1-yl]methanone